BrC1=CC(=NC=C1)NC=NO N-(4-bromopyridin-2-yl)carboxamide oxime